FC1=C(C(=O)C2CN(C2)C(=O)OC(C)(C)C)C(=CC=N1)I tert-butyl 3-(2-fluoro-4-iodonicotinoyl)azetidine-1-carboxylate